[Cl-].[Cl-].C[Si](=[Zr+2](C1C(=CC2=C(C=CC=C12)C1=CC=C(C=C1)C(C)(C)C)C(C)C)C1C(=C(C2=C(C=CC=C12)C1=CC=C(C=C1)C(C)(C)C)CCCCCCOC(C)(C)C)C)C Dimethyl-silanediyl(3-(6-(tert-butoxy)hexyl)-4-(4-(tert-butyl)phenyl)-2-methyl-1H-inden-1-yl)(4-(4-(tert-butyl)phenyl)-2-isopropyl-1H-inden-1-yl)Zirconium dichloride